FC1=CC=C2[C@H]([C@@H](COC2=C1)O)N1C[C@H](OCC1)C (3S,4R)-7-fluoro-4-((R)-2-methylmorpholino)chroman-3-ol